bis(2,6-dimethoxybenzoyl)-2,5-xylylphosphine oxide COC1=C(C(=O)P(C2=C(C=CC(=C2)C)C)(C(C2=C(C=CC=C2OC)OC)=O)=O)C(=CC=C1)OC